ClC=1C=C(NC2(CCC3(C(=CC4=CC=CC=C34)C[C@H](CO)C)CC2)C(=O)OC)C=CC1 methyl (1r,4R)-4-(3-chloroanilino)-2'-[(2R)-3-hydroxy-2-methylpropyl]spiro[cyclohexane-1,1'-indene]-4-carboxylate